C(CCC)OC=1C=C(C=C(C1OC)OCC)/C=C/C=C/C(=O)N(C(C)C)C(C)C (2E,4E)-5-(3-butoxy-5-ethoxy-4-methoxyphenyl)-N,N-diisopropylpenta-2,4-dienamide